(5-(trimethylstannyl)-1,2,4-triazin-3-yl)morpholine C[Sn](C=1N=C(N=NC1)N1CCOCC1)(C)C